tert-butyl (trans-4-{[2-cyano-5-({2-[6-(2,2-dimethylpropyl)quinazolin-4-yl]-2,7-diazaspiro[3.5]non-7-yl}methyl)-4-methyl-1H-indol-1-yl]methyl}cyclohexyl)carbamate C(#N)C=1N(C2=CC=C(C(=C2C1)C)CN1CCC2(CN(C2)C2=NC=NC3=CC=C(C=C23)CC(C)(C)C)CC1)C[C@@H]1CC[C@H](CC1)NC(OC(C)(C)C)=O